C(C(CC)N)N Butane-1,2-diamine